(4,5-Dihydro-furan-2-yl)-7-methoxy-1-thiophen-3-yl-1,4-dihydro-chromeno[4,3-c]pyrazole-3-carboxylic acid tert-butyl-methyl-amide C(C)(C)(C)N(C(=O)C=1C2=C(N(N1)C1=CSC=C1)C=1C=CC(=CC1OC2C=2OCCC2)OC)C